(Z)-4-((3-((4-amino-2-fluorobut-2-en-1-yl)sulfonyl)phenoxy)methyl)-N,N-dimethylbenzenesulfonamide NC\C=C(\CS(=O)(=O)C=1C=C(OCC2=CC=C(C=C2)S(=O)(=O)N(C)C)C=CC1)/F